2-((6-fluoro-2-methylpyridin-3-yl)oxy)-N-(4-fluoro-3-(S-methylsulfonimidoyl)phenyl)-4-methyl-5-(trifluoromethyl)nicotinamide FC1=CC=C(C(=N1)C)OC1=C(C(=O)NC2=CC(=C(C=C2)F)S(=O)(=N)C)C(=C(C=N1)C(F)(F)F)C